diphenylmethanal C1(=CC=CC=C1)C(=O)C1=CC=CC=C1